Calcium glycerate hydrate O.C(C(O)CO)(=O)[O-].[Ca+2].C(C(O)CO)(=O)[O-]